5-Fluoro-4-oxo-3-(2-(1-oxo-6-(1H-pyrazol-4-yl)isoindolin-2-yl)butanamido)pentanoic acid FCC(C(CC(=O)O)NC(C(CC)N1C(C2=CC(=CC=C2C1)C=1C=NNC1)=O)=O)=O